C(C)(C)(C)OC(=O)N1CC2(OC3=C(C(C2)=O)C=C(C=C3)Cl)C1 6'-chloro-4'-oxo-3',4'-dihydrospiro[azetidine-3,2'-[1]benzopyran]-1-carboxylic acid tert-butyl ester